N-(3-(2-((1-(piperidin-4-yl)-1H-pyrazol-4-yl)amino)pyrrolo[2,1-f][1,2,4]triazin-7-yl)phenyl)methanesulfonamide N1CCC(CC1)N1N=CC(=C1)NC1=NN2C(C=N1)=CC=C2C=2C=C(C=CC2)NS(=O)(=O)C